(R)-(6-(1-methyl-1H-pyrazol-3-yl)pyrazolo[1,5-a]pyridin-3-yl)(4-(4-(trifluoromethyl)pyrazolo[1,5-a]pyridin-2-yl)-6,7-dihydro-1H-imidazo[4,5-c]pyridin-5(4H)-yl)methanone CN1N=C(C=C1)C=1C=CC=2N(C1)N=CC2C(=O)N2[C@H](C1=C(CC2)NC=N1)C1=NN2C(C(=CC=C2)C(F)(F)F)=C1